NC(CCCNC(OC(C)(C)C)=O)(CCCNC(OC(C)(C)C)=O)CCCNC(=O)OC(C)(C)C di-tert-butyl (4-amino-4-(3-((tert-butoxycarbonyl)amino)propyl)heptane-1,7-diyl)dicarbamate